(S)-2-(N-[4-Amino-5-[6-(difluoromethoxy)pyridin-3-carbonyl]thiazol-2-yl]-4-chloro-3-fluoroanilino)propanamid NC=1N=C(SC1C(=O)C=1C=NC(=CC1)OC(F)F)N(C1=CC(=C(C=C1)Cl)F)[C@H](C(=O)N)C